2-amino-7-(cyclopropylmethyl)-9-((2R,3R,5S)-3-hydroxy-5-(hydroxymethyl)tetrahydrofuran-2-yl)-7,9-dihydro-8H-purin-8-one NC1=NC=C2N(C(N(C2=N1)[C@@H]1O[C@@H](C[C@H]1O)CO)=O)CC1CC1